ClC1=CC(=C(N=N1)C(=O)N)NC1=C(C(=CC=C1)N1NN(C=C1)C)OC 6-chloro-4-((2-methoxy-3-(1-methyl-1H-1,2,3-triazol-3-yl)phenyl)amino)pyridazine-3-carboxamide